C(C)(=O)O[C@@H](C(=O)N(C)C1CCC(CC1)N1N=C2C=C(C(=CC2=C1)C(=O)OC)OC)C methyl 2-((1R,4R)-4-((R)-2-acetoxy-N-methylpropanamidyl) cyclohexyl)-6-methoxy-2H-indazole-5-carboxylate